O[C@@H]1C[C@@H](COC1)NC(OC(C)(C)C)=O tert-Butyl N-[(3S,5R)-5-hydroxytetrahydropyran-3-yl]carbamate